FN1C(CCC2=CC=C(C=C12)C(=O)NC1=CC(=CC=C1)C1=NN=CN1C(C)C)=O fluoro-N-(3-(4-isopropyl-4H-1,2,4-triazol-3-yl)phenyl)-2-oxo-1,2,3,4-tetrahydroquinoline-7-carboxamide